tert-butyl [(4-bromo-1-methyl-1H-pyrazol-5-yl)methyl][(2S)-2-hydroxypropyl]carbamate BrC=1C=NN(C1CN(C(OC(C)(C)C)=O)C[C@H](C)O)C